OCCNCCCCCCCC(=O)OC(CCCCCCCC)CCCCCCCC 1-octylnonyl 8-(2-hydroxyethylamino)octanoate